(S)-5-(4-Aminoimidazo[2,1-f][1,2,4]triazin-7-yl)-2-(1-cyclopropylethyl)-7-(2-hydroxypropan-2-yl)isoindolin-1-one trifluoroacetate salt FC(C(=O)O)(F)F.NC1=NC=NN2C1=NC=C2C=2C=C1CN(C(C1=C(C2)C(C)(C)O)=O)[C@@H](C)C2CC2